n-(2-aminoethyl)-3-aminopropyl-methyldimethoxysilane CO[Si](C)(CCCNCCN)OC